ClC1=C(C(=O)NC=2C(=NNC2)C(=O)NC2CCN(CC2)CC=2C=C3CN(C(C3=CC2F)=O)C2C(NC(CC2)=O)=O)C(=CC=C1)Cl 4-(2,6-dichlorobenzamido)-N-(1-((2-(2,6-dioxopiperidin-3-yl)-6-fluoro-1-oxoisoindolin-5-yl)methyl)piperidin-4-yl)-1H-pyrazole-3-carboxamide